4-((6-Oxo-1H-purin-7-yl)methyl)phenylboronic acid O=C1C=2N(C=NC2N=CN1)CC1=CC=C(C=C1)B(O)O